ClC1=NC(=CC(=N1)C)N1CCN(CC1)C(C)(C1=CC=CC=C1)C 2-chloro-4-methyl-6-[4-(1-methyl-1-phenyl-ethyl)piperazin-1-yl]pyrimidine